[Ni].[In].ClC1=C(CN(S(=O)(=O)C2=CC=C(C=C2)NC(\C=C\C2=CC=NC=C2)=O)CC2=CC=C(C=C2)F)C=CC=C1 (E)-N-(4-(N-(2-chlorobenzyl)-N-(4-fluorobenzyl)sulfamoyl)phenyl)-3-(pyridin-4-yl)acrylamide indium-nickel